((2S)-1-(4-chloro-2,6-difluorophenyl)-1-hydroxy-4-methylpentane-2-Yl)(methyl)carbamic acid tert-butyl ester C(C)(C)(C)OC(N(C)[C@H](C(O)C1=C(C=C(C=C1F)Cl)F)CC(C)C)=O